C(#N)C1=C2CC(CC2=CC=C1OCC1N(CCC1)C(=O)OC(C)(C)C)CO tert-butyl 2-[[4-cyano-2-(hydroxymethyl)indan-5-yl]oxymethyl]pyrrolidine-1-carboxylate